C12C3CCCC3CCCC2C2CCCC2C1 tetracyclo[8.6.0.02,6.011,15]-hexadecane